1-methyl tetradecanoate C(CCCCCCCCCCCCC)(=O)OC